tert-butyl 2-([3-[4-([[(2R,3S)-3-[(tert-butoxycarbonyl) amino]-5-carbamoylpentan-2-yl]oxy] methyl)phenyl] prop-2-yn-1-yl] oxy)acetate C(C)(C)(C)OC(=O)N[C@H]([C@@H](C)OCC1=CC=C(C=C1)C#CCOCC(=O)OC(C)(C)C)CCC(N)=O